trans-tert-butyl (4-carbamoylcyclohexyl)carbamate C(N)(=O)[C@@H]1CC[C@H](CC1)NC(OC(C)(C)C)=O